ClC1=NC=C(C=C1)OC(F)F 2-chloro-5-(difluoromethoxy)pyridine